(S)-3-(2-amino-3-chloropyridin-4-yl)-6-(4'-amino-4'H,6'H-spiro[piperidine-4,5'-pyrrolo[1,2-b]pyrazol]-1-yl)-5-methyl-1,5-dihydro-4H-pyrazolo[3,4-d]pyrimidin-4-one (trifluoroacetate) FC(C(=O)O)(F)F.NC1=NC=CC(=C1Cl)C1=NNC=2N=C(N(C(C21)=O)C)N2CCC1([C@@H](C=3N(N=CC3)C1)N)CC2